NC1=C(C=C(C=C1)C(F)(F)F)/C=C/C(=O)OCC ethyl (E)-3-(2-amino-5-(trifluoromethyl) phenyl)acrylate